CCC(C)NC(=O)C1=CC(=CC=C1)N 3-amino-N-(sec-butyl)benzamide